5-(2-ethylsulfanyl-propyl)-3-hydroxy-2-propionyl-cyclohex-2-enone C(C)SC(CC1CC(=C(C(C1)=O)C(CC)=O)O)C